tetrabromobisphenol a sodium salt [Na].BrC1=C(C(=C(C(=C1O)Br)Br)C(C)(C)C1=CC=C(C=C1)O)Br